OC=1C(C=C(OC1)CO)=O 5-hydroxy-2-(hydroxymethyl)-4h-pyran-4-one